racemic-cis-tert-butyl (5-(2-(4-cyanopyridin-2-yl)hydrazine-1-carbonyl)-3,3-difluorocyclohexyl)carbamate C(#N)C1=CC(=NC=C1)NNC(=O)[C@H]1CC(C[C@H](C1)NC(OC(C)(C)C)=O)(F)F |r|